4-((1H-Imidazol-1-yl)methyl)piperidine N1(C=NC=C1)CC1CCNCC1